(2S,4S)-2-amino-4-(4-((fluorosulfonyl)oxy)benzyl)-5-guanidinopentanoic acid N[C@H](C(=O)O)C[C@@H](CNC(=N)N)CC1=CC=C(C=C1)OS(=O)(=O)F